O=S1(NC(CC1)C(=O)O)=O 1,1-dioxo-1,2-thiazolidine-3-carboxylic acid